ClC1=C(N=C2N1C=C(C=C2F)C=2C=CC=1N(N2)C=C(N1)C)C1CCN(CC1)C(=O)OC(C)(C)C Tert-butyl 4-[3-chloro-8-fluoro-6-(2-methylimidazo[1,2-b]pyridazin-6-yl)imidazo[1,2-a]pyridin-2-yl]piperidine-1-carboxylate